COCOC1=CC=CC=2NC(=NC21)C(F)(F)F 4-(Methoxymethoxy)-2-(trifluoromethyl)-1H-benzo[d]imidazole